isopropyl(pyridin-4-ylmethyl)amine C(C)(C)NCC1=CC=NC=C1